C1(=CC=C(C=C1)N(C1=CC=C(C=C1)C1=CC=CC=C1)C1=CC=C(C=C1)C=1C=CC=2N(C3=CC=CC=C3C2C1)C1=CC=CC=C1)C1=CC=CC=C1 N-(biphenyl-4-yl)-N-(4-(9-phenyl-9H-carbazol-3-yl)phenyl)biphenyl-4-amine